OCC([C@H](C[C@@H]1C(NCC1)=O)NC(=O)[C@H]1N(C2CCC1CC2)C(=O)C=2NC1=CC=CC(=C1C2)OC)=O (S)-N-((S)-4-hydroxy-3-oxo-1-((R)-2-oxopyrrolidin-3-yl)butan-2-yl)-2-(4-methoxy-1H-indole-2-carbonyl)-2-azabicyclo[2.2.2]octane-3-carboxamide